(6-Nitrochroman-2-yl)methanol methyl-2-(2-bromophenyl)imidazo[1,2-a]pyridine-7-carboxylate CC1=C(N=C2N1C=CC(=C2)C(=O)OCC2OC1=CC=C(C=C1CC2)[N+](=O)[O-])C2=C(C=CC=C2)Br